N1C[C@@H](CCC1)C1=CC=C(C=C1)N1N=C2C(=CC=CC2=C1)C(=O)N 2-[4-[(3S)-piperidin-3-yl]phenyl]-2H-indazole-7-carboxamide